C1(=CC=CC=C1)OP(=O)([O-])OCC[N+](C)(C)C phenylphosphocholin